OC=1C(=CC=2N(C(C(=C(N2)C)C2=COC3=CC(=C(C(=C3C2=O)C(=O)OCC(=O)N[C@@H](CCC(=O)O)C(=O)O)O)O)=O)C1)O N-[({[3-(7,8-dihydroxy-2-methyl-4-oxo-4H-pyrido[1,2-a]pyrimidin-3-yl)-6,7-dihydroxy-4-oxo-4H-chromen-5-yl]carbonyl}oxy)acetyl]-L-glutamic acid